FC1(OC2=C(N(C1=O)CC1=CC=C(C=C1)OC)C=C(C(=C2)F)C2=C(C(=C(C(=C2F)OC)F)F)F)F 2,2,7-trifluoro-4-[(4-methoxyphenyl)methyl]-6-(2,3,4,6-tetrafluoro-5-methoxyphenyl)-1,4-benzoxazin-3-one